C(C)(=O)NC1=CC=C(C=C1)NC(=O)C=1OC(=CC1)C1=C(N=CN1C1CCCC1)C1=CC=C(C=C1)F N-(4-acetamidophenyl)-5-(1-cyclopentyl-4-(4-fluorophenyl)-1H-imidazol-5-yl)furan-2-carboxamide